FS(=O)(=O)C(C(=O)O)(F)F 2-fluorosulfonyl-difluoroacetic acid